3-(1-azabicyclo[1.1.0]butan-3-yl)-3-hydroxypyrrolidine-1-carboxylic acid tert-butyl ester C(C)(C)(C)OC(=O)N1CC(CC1)(O)C12CN2C1